(R)-7-(2-((2-cyclopropyl-4-(3,4-dimethylpiperazin-1-yl)phenyl)amino)-5-(trifluoromethyl)pyrimidin-4-yl)-4-(oxetan-3-yl)-3,4-dihydrothieno[2,3-f][1,4]thiazepin-5(2H)-one 1,1-dioxide C1(CC1)C1=C(C=CC(=C1)N1C[C@H](N(CC1)C)C)NC1=NC=C(C(=N1)C1=CC2=C(C(N(CCS2(=O)=O)C2COC2)=O)S1)C(F)(F)F